CN(C)CC1=CC=C(C=C1)[S@](=O)(N)=NC(NC=1C(=NC=C(C1C(C)C)F)C(C)C)=O (S)-4-((dimethyl-amino)methyl)-N'-((5-fluoro-2,4-diisopropylpyridin-3-yl)carbamoyl)benzene-sulfonimidamide